C1(CC1)N1CC(CCC1)C1=NC(=NC=C1F)NC=1C=C(C=NC1)N1C(CCC1)=O 1-(5-((4-(1-cyclopropylpiperidin-3-yl)-5-fluoropyrimidin-2-yl)amino)pyridin-3-yl)pyrrolidine-2-one